tert-Butyl N-tert-butoxycarbonyl-N-(5-fluoro-2-nitro-phenyl)carbamate C(C)(C)(C)OC(=O)N(C(OC(C)(C)C)=O)C1=C(C=CC(=C1)F)[N+](=O)[O-]